S1N=NC(=C1)C(=O)N thiadiazole-carboxamide